ClC=1C=C(C=CC1)N1C(=NC(=C1)C1=CC=CC=C1)SCC1=CC=C(C=C1)C(F)(F)F 1-(3-chlorophenyl)-4-phenyl-2-((4-(trifluoromethyl)benzyl)thio)-1H-imidazole